FC(F)(F)OC(=O)C=1C(=CC=CC1)C1=CC=CC=C1 (trifluoromethyl)-[1,1'-biphenyl]-2-carboxylate